O[C@@H](COC1=CC=C(C(=O)O)C=C1)CN1N=C(N=N1)C (R)-4-(2-hydroxy-3-(5-methyl-2H-tetrazol-2-yl)propoxy)benzoic acid